ClC=1C=C(C=CC1F)NC(N(C)[C@@H](C)C1=CNC(C2=CC(=CC=C12)F)=O)=O (S)-3-(3-chloro-4-fluorophenyl)-1-(1-(7-fluoro-1-oxo-1,2-dihydroisoquinolin-4-yl)ethyl)-1-methylurea